C\C(=C/CC1=C(C=C(C=C1OCOCCOC)CCCCC)O)\CCC=C(C)C (e)-2-(3,7-dimethylocta-2,6-dien-1-yl)-3-((2-methoxyethoxy)methoxy)-5-pentylphenol